S-{2-[(3-Aminopropyl){(1R)-1-[1-benzyl-4-(2,5-difluorophenyl)-1H-pyrrol-2-yl]-2,2-dimethylpropyl}amino]-2-oxoethyl}-L-cysteine NCCCN(C(CSC[C@H](N)C(=O)O)=O)[C@H](C(C)(C)C)C=1N(C=C(C1)C1=C(C=CC(=C1)F)F)CC1=CC=CC=C1